C[C@H]1NCC[C@H](C1)NC(=O)NC1=CC=C(C=C1)OC(F)(F)F 1-((2R,4R)-2-methylpiperidin-4-yl)-3-(4-(trifluoromethoxy)phenyl)urea